1,3-Diethylpyrrolidinium cyanid [C-]#N.C(C)[NH+]1CC(CC1)CC